8-(dimethylamino)-8-(thiophen-2-yl)-1,3-diazaspiro[4.5]decan-2-one CN(C1(CCC2(CNC(N2)=O)CC1)C=1SC=CC1)C